alpha-di-methylamino-p-cresol CN(CC=1C=CC(=CC1)O)C